CC=1C(=NC(=NC1)NC1=CC=NC=C1)N1CCC2(CCNC2=O)CC1 8-(5-methyl-2-(pyridin-4-ylamino)pyrimidin-4-yl)-2,8-diazaspiro[4.5]decan-1-one